NCCN1CCNCC1 N-(aminoethyl)piperazine